5-((tert-butylsulfinyl) iminotert-butyl)-5,7-dihydrospiro[cyclopenta[b]pyridine-6,4'-piperidine]-1'-carboxylate C(C)(C)(C)S(=O)N=CC(C)(C)C1C=2C(=NC=CC2)CC12CCN(CC2)C(=O)[O-]